3-[1-(2,6-Dioxo-3-piperidyl)-3-methyl-2-oxo-benzimidazol-4-yl]propanal O=C1NC(CCC1N1C(N(C2=C1C=CC=C2CCC=O)C)=O)=O